7-bromo-9-chloro-2,3-dimethyl-4H-pyrido[1,2-a]pyrimidin-4-one BrC=1C=C(C=2N(C(C(=C(N2)C)C)=O)C1)Cl